N1(N=CC2=NC=CC=C21)C(=O)[O-] pyrazolo[4,3-b]pyridine-1-carboxylate